N-(2-aminoethyl)-1,2,3,6-tetrahydropyridine NCCN1CCC=CC1